C(C)(C)(C)OC(=O)N1C[C@@H](CCC1)CI (3R)-3-(iodomethyl)piperidine-1-carboxylic acid tert-butyl ester